6-((6-cyclopropylpyridin-3-yl)methoxy)-5-ethoxypyridin C1(CC1)C1=CC=C(C=N1)COC1=C(C=CC=N1)OCC